(3R,6S)-1-(2-(4-aminophenyl)acetyl)-6-methylpiperidine-3-carboxylic acid NC1=CC=C(C=C1)CC(=O)N1C[C@@H](CC[C@@H]1C)C(=O)O